benzyl (6R)-6-({7-cyclopropyl-2-[1-(cyclopropyl-methyl)-1H-pyrazol-4-yl][1,2,4]triazolo[1,5-c]quinazolin-5-yl}amino)-5-oxo-1,4-diazepane-1-carboxylate C1(CC1)C1=CC=CC=2C=3N(C(=NC12)N[C@H]1C(NCCN(C1)C(=O)OCC1=CC=CC=C1)=O)N=C(N3)C=3C=NN(C3)CC3CC3